FC(C(=O)O)(F)F.ClC=1C=C(C=NC1NCC1=C(C=CC=C1CN1CCCC1)F)S(=O)(=O)NC1=NC(=CC=C1)F 5-chloro-6-((2-fluoro-6-(pyrrolidin-1-ylmethyl)benzyl)amino)-N-(6-fluoropyridin-2-yl)pyridine-3-sulfonamide trifluoroacetate